C(C=C)(=O)NCC[Si](OC)(OC)OC acrylamidoethyltrimethoxysilane